tert-butylphenylium iodonium perfluorooctanesulfonate FC(C(C(C(C(C(C(C(F)(F)F)(F)F)(F)F)(F)F)(F)F)(F)F)(F)F)(S(=O)(=O)[O-])F.[IH2+].C(C)(C)(C)C1=[C+]C=CC=C1.FC(C(C(C(C(C(C(C(F)(F)F)(F)F)(F)F)(F)F)(F)F)(F)F)(F)F)(S(=O)(=O)[O-])F